bis(isobutyl salicylate) carbonate C(O)(O)=O.C(C(C)C)OC=1C(C(=O)O)=CC=CC1.C(C(C)C)OC=1C(C(=O)O)=CC=CC1